CN1C=2C=CC=CC2C(C2=CC=CC=C12)C1C2=CC=CC=C2N(C=2C=CC=CC12)C 10,10'-Dimethyl-9,9-biacridan